NC=1C=C(C=C(C1)C(F)(F)F)[C@@H](C)NC=1C2=C(N=C(N1)C)N(C(C(=C2)C2CN(CCC2)C)=O)C 4-(((R)-1-(3-Amino-5-(trifluoromethyl)phenyl)ethyl)amino)-2,8-dimethyl-6-(1-methylpiperidine-3-yl)pyrido[2,3-d]pyrimidin-7(8H)-one